NC1=C(C(=NN1C1CC(C1)(C)O)C1=CC=C2C=CC(=NC2=C1)C1=CC=CC=C1)C#N 5-amino-1-((1s,3s)-3-hydroxy-3-methylcyclobutyl)-3-(2-phenylquinolin-7-yl)-1H-pyrazole-4-carbonitrile